(2s,4r)-4-(2-benzyloxyethoxy)-1-tert-butoxycarbonyl-pyrrolidine-2-carboxylic acid C(C1=CC=CC=C1)OCCO[C@@H]1C[C@H](N(C1)C(=O)OC(C)(C)C)C(=O)O